C(C1=CC=CC=C1)N1C(C2(CCC3=CC=CC=C23)C1)=O 1-benzyl-2',3'-dihydrospiro[azetidine-3,1'-indene]-2-one